3-cyano-4-(hydroxymethyl)-5-(2-methyl-1H-benzimidazol-5-yl)benzoic acid methyl ester COC(C1=CC(=C(C(=C1)C1=CC2=C(NC(=N2)C)C=C1)CO)C#N)=O